ClC1=CC=C(C=C1)C=1C=C(C(N(N1)C=1C=NC=CC1)=O)C(=O)NC[C@H](C(F)(F)F)O |r| 6-(4-Chlorophenyl)-3-oxo-2-(pyridin-3-yl)-N-[(2RS)-3,3,3-trifluoro-2-hydroxypropyl]-2,3-dihydropyridazine-4-carboxamide